O1N=C(C2=C1C=CC=C2)C(=O)N2CC1(CN(C1)C(=O)[C@@H]1C(C1)(F)F)C(C2)C=2OC(=NN2)C(F)(F)C2=CC(=C(C=C2)Cl)Cl benzo[d]isoxazol-3-yl(8-(5-((3,4-dichlorophenyl)difluoromethyl)-1,3,4-oxadiazol-2-yl)-2-((R)-2,2-difluorocyclopropane-1-carbonyl)-2,6-diazaspiro[3.4]octan-6-yl)methanone